Magnesium laurat C(CCCCCCCCCCC)(=O)[O-].[Mg+2].C(CCCCCCCCCCC)(=O)[O-]